methyl 3-(5-acetyl-4-fluorothiophen-2-yl)-3-[3-(hydroxymethyl)-4-methylphenyl]-2,2-dimethylpropionate C(C)(=O)C1=C(C=C(S1)C(C(C(=O)OC)(C)C)C1=CC(=C(C=C1)C)CO)F